1-phenylindol-3-yl-benzo[d][1,3]oxathiolan-5-yl-amine C1(=CC=CC=C1)N1C=C(C2=CC=CC=C12)NC=1C=CC2=C(SCO2)C1